phenylbenzothiophene-1-ium bromide [Br-].C1(=CC=CC=C1)C=1[SH+]C2=C(C1)C=CC=C2